chloro-14-fluoro-16-(hydroxymethyl)-9,17-dimethyl-10-oxa-2,12,18,20-tetrazapentacyclo[9.7.1.14,7.02,8.015,19]icosa-1(18),11,13,15(19),16-pentaene-20-carboxylate ClC1N2C3=NC(=C(C=4C(=CN=C(OC(C2C2CCC1N2C(=O)[O-])C)C34)F)CO)C